(1'r,2'r)-5'-methyl-4-phenethyl-2'-(prop-1-en-2-yl)-1',2',3',4'-tetrahydro-[1,1'-biphenyl]-2,6-diol CC=1CC[C@H]([C@@H](C1)C=1C(=CC(=CC1O)CCC1=CC=CC=C1)O)C(=C)C